dichlorobis(cyclopentadienyl)hafnium (IV) Cl[Hf](C1C=CC=C1)(C1C=CC=C1)Cl